FC(S(=O)(=O)OC1=C(C(=C(C=C1)C=1C(=NN(C1)CCOC)CF)F)F)(F)F [2,3-difluoro-4-[3-(fluoromethyl)-1-(2-methoxyethyl) pyrazol-4-yl] phenyl] trifluoromethanesulfonate